C(C)(C)(C)C1=C(C(=NC(=C1)C=1C=C2C(=CC=NC2=CC1)N)C(=O)NC1CCN(CC1)C)N tert-butyl-3-amino-6-(4-amino-6-quinolyl)-N-(1-methyl-4-piperidyl)pyridine-2-carboxamide